2,2'-methylenebis(4,6-di-t-butylphenyl) phosphonate P1(OC2=C(C=C(C=C2C(C)(C)C)C(C)(C)C)CC2=C(C(=CC(=C2)C(C)(C)C)C(C)(C)C)O1)=O